(R)-1-(1-(4-fluorophenyl)-8-methoxy-9-(1-methyl-1H-pyrazol-3-yl)-5,6-dihydroimidazo[5,1-a]isoquinoline-3-carbonyl)-2-methylpyrrolidine-2-carboxamide FC1=CC=C(C=C1)C=1N=C(N2C1C1=CC(=C(C=C1CC2)OC)C2=NN(C=C2)C)C(=O)N2[C@](CCC2)(C(=O)N)C